FC1=C(C(=CC=C1C=1NC=CC1)F)[C-]1C=CC=C1.[CH-]1C=CC=C1.[Ti+2] 2,6-difluoro-3-pyrrol-ylphenyl-titanocene